C(C(=C)C)(=O)OCCOC(CC(C)=O)=O ethylene glycol monoacetylacetate monomethacrylate